6-CHLORO-2-PHENYL-IMIDAZO[1,2-A]PYRIDIN-3-CARBALDEHYDE ClC=1C=CC=2N(C1)C(=C(N2)C2=CC=CC=C2)C=O